NC1=CC(=C(C=N1)N1C=C(C(C2=CN=C(C=C12)N1CC2=NC=CC=C2C1)=O)C(=O)O)C 1-(6-amino-4-meth-ylpyridin-3-yl)-7-(5,7-dihydro-6H-pyrrolo[3,4-b]pyridin-6-yl)-4-oxo-1,4-dihydro-1,6-naphthyridine-3-carboxylic acid